CC1=CC=CC(=N1)C1=NC=CC(=N1)NC1=NC(=NC=C1)NC1=CC=C(C=C1)NCCN1C[C@@H](N[C@@H](C1)C)C |r| N4-[2-(6-methyl-2-pyridyl)pyrimidin-4-yl]-N2-[4-[2-[rac-(3S,5R)-3,5-dimethylpiperazin-1-yl]ethylamino]phenyl]pyrimidine-2,4-diamine